9-(quinolin-8-yl)-4-(4,4,5,5-tetramethyl-1,3,2-dioxaborolan-2-yl)-9H-carbazole N1=CC=CC2=CC=CC(=C12)N1C2=CC=CC=C2C=2C(=CC=CC12)B1OC(C(O1)(C)C)(C)C